5-(6-methylpyridazin-3-yl)-1H-benzimidazole CC1=CC=C(N=N1)C1=CC2=C(NC=N2)C=C1